(S)-6-(tert-butyl)-3-(3-methoxypropoxy)-2-methyl-10-oxo-6,10-dihydro-5H-pyrido[1,2-H][1,7]naphthyridine-9-carboxylic acid C(C)(C)(C)[C@@H]1CC=2C=C(C(=NC2C=2N1C=C(C(C2)=O)C(=O)O)C)OCCCOC